CC1(OB(OC1(C)C)C=1C=C(C=CC1)NC(=O)C1CCCCC1)C N-(3-(4,4,5,5-tetramethyl-1,3,2-dioxaborolan-2-yl)phenyl)cyclohexanecarboxamide